O1C=C(C2=C1C=CC=C2)C[C@H](NC(=O)C=2C=C1C3(OCCN1C2)CCCCC3)B(O)O (R)-(2-(benzofuran-3-yl)-1-(3',4'-dihydrospiro[cyclohexane-1,1'-pyrrolo[2,1-c][1,4]oxazine]-7'-carboxamido)ethyl)boronic acid